decane-2,5-diol CC(CCC(CCCCC)O)O